benzyl (2-(2,2-dimethyl-1,3-dioxolan-4-yl)pyrimidin-5-yl)carbamate CC1(OCC(O1)C1=NC=C(C=N1)NC(OCC1=CC=CC=C1)=O)C